C1N(CC2=CC=CC=C12)CC1=CC(=C(OCC2CCC(CC2)C(C)O)C=C1)S(=O)(=O)C 1-(4-((4-(isoindolin-2-ylmethyl)-2-(methylsulfonyl)phenoxy)methyl)cyclohexyl)ethan-1-ol